N-[cis-3-hydroxy-3-methylcyclobutyl]acetamide OC1(CC(C1)NC(C)=O)C